NC1=CC=CC(=N1)S(=O)(=O)NC(=O)C=1C(=NC(=CC1)C1=CC=CC=C1)OC1=C(C=C(C=C1C)C)C N-[(6-Amino-2-pyridyl)sulfonyl]-6-phenyl-2-(2,4,6-trimethylphenoxy)pyridin-3-carboxamid